OC1C(C1)C(=O)O 2-hydroxycyclopropanecarboxylic acid